C(C)(C)(C)OC(=O)N1[C@@H](CN([C@H]2CCCC[C@H]12)C(=O)OC(C)(C)C)CCSCC1=CC=C(C=C1)OC (2R,4aS,8aS)-2-(2-((4-methoxybenzyl)thio)ethyl)octahydroquinoxaline-1,4-dicarboxylic acid di-tert-butyl ester